Sodium [2-(hydroxymethyl)-5-nitro-phenyl]methanesulfonate OCC1=C(C=C(C=C1)[N+](=O)[O-])CS(=O)(=O)[O-].[Na+]